C1(CC1)C1=C(C=C(C=C1OC)\C=C\C1=CSC=C1)O (E)-2-cyclopropyl-3-methoxy-5-(2-(thiophen-3-yl)vinyl)phenol